(E)-2-cyano-3-ethoxy-acrylic acid ethyl ester C(C)OC(\C(=C\OCC)\C#N)=O